NC1=C(C=CC=C1)CNC=1C=2N(N=C(C1)Cl)C(=NN2)C(C)C N-[(2-aminophenyl)methyl]-6-chloro-3-isopropyl-[1,2,4]triazolo[4,3-b]pyridazin-8-amine